1-methoxy-dibenzo[f,h]isoquinoline COC1=NC=CC2=C3C(=C4C(=C12)C=CC=C4)C=CC=C3